4-amino-1-methyl-1H-pyrazolo[4,3-c][1,8]naphthyridine-8-carboxylic acid methyl ester COC(=O)C1=CC=2C3=C(C(=NC2N=C1)N)C=NN3C